N-(3,4-dimethoxybenzyl)-1-(6-(2-methoxyphenyl)pyridazin-3-yl)piperidin-3-amine COC=1C=C(CNC2CN(CCC2)C=2N=NC(=CC2)C2=C(C=CC=C2)OC)C=CC1OC